C1(CC1)C=1C(=CC=2N(N1)C(=CN2)C2=CC=C(C(=N2)N[C@H]2CNCCC2)C#C[Si](C(C)C)(C(C)C)C(C)C)OC 6-(6-cyclopropyl-7-methoxy-imidazo[1,2-b]pyridazin-3-yl)-N-[(3R)-3-piperidyl]-3-(2-triisopropylsilylethynyl)pyridin-2-amine